C(C1=CC=CC=C1)C1=C(SC=2N3C(COCC21)=NN=C3C)C#CC=3C=NN(C3)CCN3CCN(CC3)C3=C2C(N(C(C2=CC=C3)=O)C3C(NC(CC3)=O)=O)=O 4-(4-(2-(4-((3-Benzyl-9-methyl-4H,6H-thieno[2,3-e][1,2,4]triazolo[3,4-c][1,4]oxazepin-2-yl)ethynyl)-1H-pyrazol-1-yl)ethyl)piperazin-1-yl)-2-(2,6-dioxopiperidin-3-yl)isoindolin-1,3-dion